Tris(oxiranylmethyl)benzene O1C(C1)CC=1C(=C(C=CC1)CC1OC1)CC1OC1